1,2-bis(3-hydroxyphenyl)ethane-1,2-dione OC=1C=C(C=CC1)C(C(=O)C1=CC(=CC=C1)O)=O